N-(4-(4-benzylpiperazin-1-yl)quinolin-3-yl)-4-bromobenzamide C(C1=CC=CC=C1)N1CCN(CC1)C1=C(C=NC2=CC=CC=C12)NC(C1=CC=C(C=C1)Br)=O